N-(2-nitro-4-aminophenyl)-allylamine [N+](=O)([O-])C1=C(C=CC(=C1)N)NCC=C